C1(CC1)C(C[N+](=O)[O-])O 1-cyclopropyl-2-nitro-ethanol